3-((3r,5s)-3,5-dimethylpiperazin-1-yl)-1H-indazol-6-amine C[C@@H]1CN(C[C@@H](N1)C)C1=NNC2=CC(=CC=C12)N